(1aS,5aS)-2-(5-Ethyl-pyridin-2-yl)-1a,2,5,5a-tetrahydro-1H-2,3-diaza-cyclopropa[a]pentalene-4-carboxylic acid (2-hydroxy-1,1-dimethyl-ethyl)-amide OCC(C)(C)NC(=O)C=1C=2C[C@H]3[C@@H](C2N(N1)C1=NC=C(C=C1)CC)C3